C(#N)C=1C=C(NC2=CC=C(C(=N2)C(=O)NCC(C)(C)C)OC)C=C(C1)C 6-(3-cyano-5-methyl-anilino)-N-(2,2-dimethylpropyl)-3-methoxy-pyridine-2-carboxamide